2-Phenyl-4-(3-chlorophenyl)-5-methylimidazole C1(=CC=CC=C1)C=1NC(=C(N1)C1=CC(=CC=C1)Cl)C